The molecule is a sphingoid, an amino alcohol and a triol. It has a role as a Saccharomyces cerevisiae metabolite and a mouse metabolite. It derives from a sphinganine. It is a conjugate base of a phytosphingosine(1+). CCCCCCCCCCCCCC[C@H]([C@H]([C@H](CO)N)O)O